C(#N)C1=CC(=C(C=N1)OC1=CC(=C2C(=N1)N(C=N2)C)NC2=CC=C(C(=N2)C)C(=O)OC)C Methyl 6-[[5-[(6-cyano-4-methyl-3-pyridyl)oxy]-3-methyl-imidazo[4,5-b]pyridin-7-yl]amino]-2-methyl-pyridine-3-carboxylate